Magnesium-Selenid [Se-2].[Mg+2]